1-[2-(difluoromethoxy)-4-(trifluoromethyl)phenyl]-7-methyl-N-[(3R)-1-methylpiperidin-3-yl]pyrrolo[1,2-d][1,2,4]triazin-4-amine FC(OC1=C(C=CC(=C1)C(F)(F)F)C=1C=2N(C(=NN1)N[C@H]1CN(CCC1)C)C=C(C2)C)F